C(CCCCCC)(=O)OC(COC(CCCCCC)=O)COC(CCCCCC)=O 1,3-di(heptanoyloxy)propane-2-yl heptanoate